(S)-4-acetyl-3-cycloheptyl-1,3,4,5-tetrahydro-2H-benzo[e][1,4]diazepin-2-one C(C)(=O)N1[C@H](C(NC2=C(C1)C=CC=C2)=O)C2CCCCCC2